N=C1C(C2=CC=CC=C2C=C1)=O iminonaphthalenone